rac-(1S*,2S*)-2-(3-chlorophenyl)-N-(6-(((6-cyclopropylimidazo[1,2-a]pyridin-2-yl)methyl)amino)-2-(methylsulfonyl)pyrimidin-4-yl)cyclopropane-1-carboxamide ClC=1C=C(C=CC1)[C@@H]1[C@H](C1)C(=O)NC1=NC(=NC(=C1)NCC=1N=C2N(C=C(C=C2)C2CC2)C1)S(=O)(=O)C |r|